P(=O)(O[SiH2]C(C)(C)C)(O[SiH2]C(C)(C)C)O[SiH2]C(C)(C)C tris[(dimethylethyl) silyl] phosphate